FC=1C=C2C=C(NC2=CC1OCC=1N=COC1)CNC(C)=O N-((5-fluoro-6-(oxazol-4-ylmethoxy)-1H-indol-2-yl)methyl)acetamide